3-[6-[3-(cyclopropylmethoxy)phenyl]chroman-2-yl]propanoic acid C1(CC1)COC=1C=C(C=CC1)C=1C=C2CCC(OC2=CC1)CCC(=O)O